C(CCCCC)(=O)ONC(=O)OCC1=CC=CC=C1 (phenylmethoxycarbonylamino) hexanoate